N=1C=NN2C=NC(=CC21)OC2=C(C=C(C=C2)NC2=NC=NC1=CC=C(C(=C21)O[C@H]2C(CN(CC2)C)(F)F)OC(=O)N2C(CN(CC2)C)C)C 4-((4-([1,2,4]triazolo[1,5-c]pyrimidin-7-yloxy)-3-methylphenyl)amino)-5-(((R)-3,3-difluoro-1-methylpiperidin-4-yl)oxy)quinazolin-6-yl-2,4-dimethylpiperazine-1-carboxylate